OC1(CC(C1)NC1=NN=C(C=2CCCCC12)C1=C(C=C(C=C1)C(F)(F)F)O)C 2-(4-(((1s,3s)-3-hydroxy-3-methylcyclobutyl)amino)-5,6,7,8-tetrahydrophthalazin-1-yl)-5-(trifluoromethyl)phenol